C(#N)C=1C=C(C=CC1)C=1N=C(SC1C1=CC(=NC(=C1)C)C)NC(=O)N1C2CN(CC1CC2)C(=O)OC(C)(C)C tert-Butyl 8-[[4-(3-cyanophenyl)-5-(2,6-dimethyl-4-pyridyl)thiazol-2-yl]carbamoyl]-3,8-diazabicyclo[3.2.1]octane-3-carboxylate